COC(=O)C1=C(N(C(=C1)C1=C2C(=NC=C1)N(C=C2)S(=O)(=O)C2=CC=CC=C2)COCC[Si](C)(C)C)C2=CC(=C(C=C2)Cl)Cl Methyl-2-(3,4-dichlorophenyl)-5-[1-(phenylsulfonyl)-1H-pyrrolo[2,3-b]pyridin-4-yl]-1-{[2-(trimethylsilyl) ethoxy] methyl}-1H-pyrrole-3-carboxylate